2-amino-5-bromo-N'-(4-(tert-butyl)benzoyl)-nicotinoyl-hydrazine ethyl-5-(2-fluorobenzyl)-4H-1,2,4-triazole-3-carboxylate C(C)OC(=O)C1=NN=C(N1)CC1=C(C=CC=C1)F.NC1=C(C(=O)NNC(C2=CC=C(C=C2)C(C)(C)C)=O)C=C(C=N1)Br